[K].[K].[Co] Cobalt-dipotassium salt